FC=1C=CC2=C(NC(=NS2(=O)=O)NCC2=CC(=CC=C2)F)C1[C@@H](C)C1=CC(=NC=C1)C (S)-6-fluoro-3-((3-fluorobenzyl)amino)-5-(1-(2-methylpyridin-4-yl)ethyl)-4H-benzo[e][1,2,4]thiadiazine 1,1-dioxide